5-bromo-4-chloro-6-methyl-2-(methylsulfonyl)pyrimidine BrC=1C(=NC(=NC1C)S(=O)(=O)C)Cl